ClC1=CC=C(O[C@H](CON)C)C=C1 (S)-O-(2-(4-chlorophenoxy)propyl)hydroxylamine